S(=O)(=O)([O-])[O-].[NH2+]1C=CC=C1.[NH2+]1C=CC=C1 azolium sulfate